6-((2-(methoxymethoxy)ethyl)sulphonylamino)-2-(6-azaspiro[2.5]oct-6-yl)nicotinamide COCOCCS(=O)(=O)NC1=NC(=C(C(=O)N)C=C1)N1CCC2(CC2)CC1